C(C)C1CCC(CC1)OCC(S(=O)(=O)N)C1CCC2=CC=CC(N2C1)=O {[(1s,4S)-4-ethylcyclohexyl-oxy]methyl}-6-oxo-1,3,4,6-tetrahydro-2H-quinolizin-3-yl-methanesulfonamide